C(C)(C)(C)OC(=O)N1C(C2=CC(=CC(=C2C1C)SC)Br)=O 6-bromo-3-methyl-4-(methylthio)-1-oxoisoindoline-2-carboxylic acid tert-butyl ester